C(C1=CC=CC=C1)OC1=C(C=CC(=C1)Br)[C@H](C)O (S)-1-(2-(benzyloxy)-4-bromophenyl)ethan-1-ol